4,6-Diphenyl-2-[6-(benzophenanthren-1-yl)-biphenyl-3-yl]-1,3,5-triazine C1(=CC=CC=C1)C1=NC(=NC(=N1)C1=CC=CC=C1)C=1C=C(C(=CC1)C1=C2C=3C=CC=CC3C3=C(C2=CC=C1)C=CC=C3)C3=CC=CC=C3